The molecule is an RNA fragment comprised of one guanosine, four adenosine and two cytidine residues connected by 3'->5' phosphodiester linkages in the sequence G-A-A-A-C-A-C. C1=CN(C(=O)N=C1N)[C@H]2[C@@H]([C@@H]([C@H](O2)COP(=O)(O)O[C@@H]3[C@H](O[C@H]([C@@H]3O)N4C=NC5=C(N=CN=C54)N)COP(=O)(O)O[C@@H]6[C@H](O[C@H]([C@@H]6O)N7C=CC(=NC7=O)N)COP(=O)(O)O[C@@H]8[C@H](O[C@H]([C@@H]8O)N9C=NC1=C(N=CN=C19)N)COP(=O)(O)O[C@@H]1[C@H](O[C@H]([C@@H]1O)N1C=NC2=C(N=CN=C21)N)COP(=O)(O)O[C@@H]1[C@H](O[C@H]([C@@H]1O)N1C=NC2=C(N=CN=C21)N)COP(=O)(O)O[C@@H]1[C@H](O[C@H]([C@@H]1O)N1C=NC2=C1N=C(NC2=O)N)CO)O)O